4,4'-azobis(4-methylcyanopentanoic acid) N(=NC(CC(C(=O)O)C#N)(C)C)C(CC(C(=O)O)C#N)(C)C